C(C)OCC1(CCN(CC1)CC=1C=NN(C1)C)CCC1=CC=CC=C1 4-(ethoxymethyl)-1-((1-methyl-1H-pyrazol-4-yl)methyl)-4-phenethyl-piperidine